ClC=1C=C2C(=NC(=NC2=CC1)C)N1CC=2C=C(C=NC2CC1)C(C(F)(F)F)(C)O 2-(6-(6-chloro-2-methylquinazolin-4-yl)-5,6,7,8-tetrahydro-1,6-naphthyridin-3-yl)-1,1,1-trifluoropropan-2-ol